C1(C(CCCC1)C(=O)[O-])C(=O)OCCCCCCC(C)C isononyl cyclohexane-1,2-dicarboxylate